CC(CCCC(OCCCCC)OC(CCCC(CC(CCCCCCCCCCCC)C)C)OCCCCC)CC(CCCCCCCCCCCC)C 4,6-dimethyloctadecylpentoxymethyl ether